C(C)(CC)C1C(NC2=C(CN1C(=O)N(CCS(=O)(=O)C)C)C=CC=C2)=O 3-(sec-butyl)-N-methyl-N-(2-(methylsulfonyl)ethyl)-2-oxo-1,2,3,5-tetrahydro-4H-benzo[1,4]diazepine-4-carboxamide